tetracyanonickelate [C-]#N.[C-]#N.[C-]#N.[C-]#N.[Ni+2]